C(=S)O.FC(CN)(F)F trifluoroethylamine thioformate